N-[(2R)-1-Hydroxypropan-2-yl]-6-(pyrrolidin-1-yl)-5-[4-(trifluoromethyl)phenoxy]pyridine-2-carboxamide OC[C@@H](C)NC(=O)C1=NC(=C(C=C1)OC1=CC=C(C=C1)C(F)(F)F)N1CCCC1